N-(1,5-dimethyl-1H-pyrazol-4-yl)-6-methyl-4-[(1-methylcyclopropyl)amino]furo[2,3-d]pyrimidine-5-carboxamide CN1N=CC(=C1C)NC(=O)C1=C(OC=2N=CN=C(C21)NC2(CC2)C)C